butyric acid 3-(2-acetamido ethyl)-1H-indol-4-yl ester C(C)(=O)NCCC1=CNC2=CC=CC(=C12)OC(CCC)=O